2-(cyclobutylamino)-4-((1s,4s)-4-(cyclopropylcarbamoyl)cyclohexylamino)pyrimidine-5-carboxamide C1(CCC1)NC1=NC=C(C(=N1)NC1CCC(CC1)C(NC1CC1)=O)C(=O)N